tert-butyl [5-(4-hydroxyphenyl)-4H-1,2,4-triazol-3-yl]carbamate OC1=CC=C(C=C1)C=1NC(=NN1)NC(OC(C)(C)C)=O